(3R,4S)-3-aminotetrahydro-2H-pyran-4-ol hydrochloride Cl.N[C@@H]1COCC[C@@H]1O